FC1=C(C=C(C(=C1)NC1=NC=C(C(=N1)C=1C=NN(C1)C)C(F)(F)F)OC)C(=O)N1CCOCC1 (2-fluoro-5-methoxy-4-((4-(1-methyl-1H-pyrazol-4-yl)-5-(trifluoromethyl)pyrimidin-2-yl)amino)phenyl)(morpholino)methanone